C(C)(C)(C)NC1=C(C2=CC=CC=C2C=C1C1=C(C=CC=C1)Cl)C#N 2-tert-butylamino-3-(2-chlorophenyl)-1-naphthalonitrile